1-(4-Aminobutyl)-5,5-dimethyl-3-((2-(trimethylsilyl)ethoxy)methyl)imidazolidine-2,4-dione NCCCCN1C(N(C(C1(C)C)=O)COCC[Si](C)(C)C)=O